Br[C@H](C(=O)OC(C)(C)C)CCC(=O)OC(C)(C)C di-tert-butyl (S)-2-bromoglutarate